zinc di(dodecyl) dithiophosphate P(=S)(SCCCCCCCCCCCC)(OCCCCCCCCCCCC)[O-].[Zn+2].C(CCCCCCCCCCC)SP(=S)(OCCCCCCCCCCCC)[O-]